ClC1=C(C=C(C=C1)N1N=CN=C1CNC(NCC1=NC=NN1CC1CCOCC1)=O)F 3-{[1-(4-chloro-3-fluorophenyl)-1H-1,2,4-triazol-5-yl]methyl}-1-({1-[(oxan-4-yl)methyl]-1H-1,2,4-triazol-5-yl}methyl)urea